Cl.C(C1=CC=CC=C1)(=N)N benzamidine HCl